C(C)(C)(C)OC(=O)N1C[C@@](CCC1)(O)C1=CC(=CC=C1)C(F)(F)F (S)-N-t-butoxycarbonyl-3-(3-trifluoromethylphenyl)piperidin-3-ol